C(C)(C)(C)OC(=O)N1CC2C(C(C(C1)N2C(C)(C)C2=CC=CC=C2)C#N)O 6-cyano-7-hydroxy-8-(2-phenylpropane-2-yl)-3,8-diazabicyclo[3.2.1]octane-3-carboxylic acid tert-butyl ester